5-[2-(ethylsulfamoyl)-4-(1H-imidazol-2-ylmethyl)phenyl]Thiazole C(C)NS(=O)(=O)C1=C(C=CC(=C1)CC=1NC=CN1)C1=CN=CS1